methylenedihydro-1'h,3'h-spiro[cyclopropane-1,2'-pyrrolizine]-7a'(5'H)-carboxylic acid methyl ester COC(=O)C12CCCN2CC2(C1=C)CC2